N1C=C(C2=CC=CC=C12)SC#N indol-3-yl-thiocyanate